(R)-4-(4-(2-(4,4-diethyl-5-oxopyrrolidin-2-yl)ethyl)piperazin-1-yl)benzonitrile C(C)C1(C[C@@H](NC1=O)CCN1CCN(CC1)C1=CC=C(C#N)C=C1)CC